NCC1N=C(OC1)N1CCN(CC1)C(=O)C1=C(C=C(C=C1)NC(=O)C=1N(C(=CN1)C=1C(=NN(C1)CCF)C(F)(F)F)C)Cl N-[4-[4-[4-(aminomethyl)-4,5-dihydro-1,3-oxazol-2-yl]piperazine-1-carbonyl]-3-chlorophenyl]-5-[1-(2-fluoroethyl)-3-(trifluoromethyl)pyrazol-4-yl]-1-methylimidazole-2-carboxamide